C(C)(C)(C)OC(=O)N1C[C@H](N(CC1)C1=CC(N(C2=CC=C(N=C12)C#N)C)=O)C.C(C=C)C1=C(C(=C(C=C1)C=1NC2=C(N1)C=CC=C2)O)OC 2-(4-allyl-2-hydroxy-3-methoxyphenyl)benzimidazole tert-butyl-(R)-4-(6-cyano-1-methyl-2-oxo-1,2-dihydro-1,5-naphthyridin-4-yl)-3-methylpiperazine-1-carboxylate